1-Butyl-3-Methylpiperidinium methansulfonat CS(=O)(=O)[O-].C(CCC)[NH+]1CC(CCC1)C